tert-butyl 3-[4-(5-chloro-2-fluoro-anilino)quinazolin-6-yl]-3-methyl-azetidine-1-carboxylate ClC=1C=CC(=C(NC2=NC=NC3=CC=C(C=C23)C2(CN(C2)C(=O)OC(C)(C)C)C)C1)F